NC1=CC=C(C=C1)C1CCC(CC1)(O)CCN1CCN(CC1)C1=NC=C(C=N1)C=1C=C2C(=NC1)NC=C2C(C2=C(C(=CC=C2F)NS(N(C)CC)(=O)=O)F)=O 5-[2-[4-[2-[4-(4-aminophenyl)-1-hydroxy-cyclohexyl]ethyl]piperazin-1-yl]pyrimidin-5-yl]-3-[3-[[ethyl(methyl)sulfamoyl]amino]-2,6-difluoro-benzoyl]-1H-pyrrolo[2,3-b]pyridine